Boron (Citrate) C(CC(O)(C(=O)[O-])CC(=O)[O-])(=O)[O-].[B+3]